Cl[Si+2]Cl dichlorosilicon (iv)